3-((R)-2-((tert-butyldimethylsilyl)oxy)propyl)-3,8-diazabicyclo[3.2.1]octane [Si](C)(C)(C(C)(C)C)O[C@@H](CN1CC2CCC(C1)N2)C